C1(=CC=CC=C1)CSC1=CC(=C(C=C1)NC1=NC=CC(=N1)C=1N(C(=NC1)C)C(C)C)C N-(4-phenylmethylsulfanyl-2-methyl-phenyl)-4-(3-isopropyl-2-methyl-imidazol-4-yl)pyrimidin-2-amine